1-(7-(8-Ethyl-7-fluoro-3-hydroxynaphthalen-1-yl)-8-fluoro-2-(((2R,7aS)-2-fluorotetrahydro-1H-pyrrolizin-7a(5H)-yl)methoxy)pyrido[4,3-d]pyrimidin-4-yl)-5-methylpiperidine-3-carboxamide C(C)C=1C(=CC=C2C=C(C=C(C12)C1=C(C=2N=C(N=C(C2C=N1)N1CC(CC(C1)C)C(=O)N)OC[C@]12CCCN2C[C@@H](C1)F)F)O)F